(2S,3R,4R,5S)-1-(4-butoxy-2,6-difluorophenethyl)-2-(((tert-butyldimethylsilyl)oxy)methyl)piperidine-3,4,5-triol C(CCC)OC1=CC(=C(CCN2[C@H]([C@H]([C@@H]([C@H](C2)O)O)O)CO[Si](C)(C)C(C)(C)C)C(=C1)F)F